C[C@@H]1N(CC[C@@H](C1)C)C(=O)C=1C2=C(SC1NC(C1=CN=C(C=C1)O)=O)CCCC2 N-(3-((2S,4S)-2,4-dimethylpiperidine-1-carbonyl)-4,5,6,7-tetrahydrobenzo[b]thiophen-2-yl)-6-hydroxynicotinamide